diethyl (1-t-butylbenzylidene)malonate C(C)(C)(C)C1(C=C(C(=O)OCC)C(=O)OCC)CC=CC=C1